ClC1=CC=C(C=C1)C=CC(=O)C1=C(C=C(C=C1OC)O)O 3-(4-Chlorophenyl)-1-(2,4-dihydroxy-6-methoxyphenyl)prop-2-en-1-one